(5S)-2-[(5-Chloro-3-fluoropyridin-2-yl)methyl]-5-{[(3R,4S)-3,4-difluoropyrrolidin-1-yl]carbonyl}-5,6,7,8-tetrahydro[1,2,4]triazolo[4,3-a]pyridin-3(2H)-one ClC=1C=C(C(=NC1)CN1N=C2N([C@@H](CCC2)C(=O)N2C[C@H]([C@H](C2)F)F)C1=O)F